(1R,4R)-N4-[2-(3-{[4-methanesulfonyl-2-(2-methoxyethoxy)phenyl]amino}prop-1-yn-1-yl)-1-(2,2,2-trifluoro-ethyl)-1H-indol-4-yl]-N1,N1-dimethylcyclohexane-1,4-diamine CS(=O)(=O)C1=CC(=C(C=C1)NCC#CC=1N(C2=CC=CC(=C2C1)NC1CCC(CC1)N(C)C)CC(F)(F)F)OCCOC